3-hydroxy-2-pentylcyclopentylacetic acid sodium salt [Na+].OC1C(C(CC1)CC(=O)[O-])CCCCC